2,4-difluoro-3-methylbenzonitrile FC1=C(C#N)C=CC(=C1C)F